1-((2-bromophenyl)thio)-4,4-dimethylpentan-2-one BrC1=C(C=CC=C1)SCC(CC(C)(C)C)=O